C(C)C1=C(C(=CC=C1)CC)N1N=C2C(CN(CC2)C2=NC=C(C=N2)C(F)(F)F)=C1C1=C2C=CNC2=C(C(=C1)F)OC 2-(2,6-diethylphenyl)-3-(6-fluoro-7-methoxy-1H-indol-4-yl)-5-[5-(trifluoromethyl)pyrimidin-2-yl]-6,7-dihydro-4H-pyrazolo[4,3-c]pyridine